FC(OC1=C(C=CC(=C1)C)C1=NN(CC2=CC=CC=C12)[C@H]1CN(CCC1)C)F 4-[2-(difluoromethoxy)-4-methylphenyl]-N-[(3R)-1-methylpiperidin-3-yl]phthalazin